2-[(12AR)-8,10-difluoro-1,2,3,4,12,12a-hexahydro-6H-pyrazino[2,1-c][1,4]benzoxazepin-9-yl]-3-methylphenol FC=1C(=C(C2=C(CN3[C@@H](CO2)CNCC3)C1)F)C1=C(C=CC=C1C)O